CN1N=NC(=C1NC(O[C@H](C)C=1C(=NC=C(C1)F)F)=O)C1=NC=C(C=C1)NC(=O)[C@@H]1[C@H](C1)C1=NC=CC=C1 (R)-1-(2,5-difluoropyridin-3-yl)ethyl (1-methyl-4-(5-((1S,2S)-2-(pyridin-2-yl) cyclopropane-1-carboxamido) pyridin-2-yl)-1H-1,2,3-triazol-5-yl)carbamate